N1=C(C=C2C(C=CC=C12)=O)C(=O)O indol-4-one-2-carboxylic acid